4-(1H-tetrazol-5-yl)thiazole N1N=NN=C1C=1N=CSC1